ClC1=C2CC[C@@]3(C(NC4=CC(=CC=C34)C(F)(F)F)=O)C2=C(C=C1)OC (1S)-4-chloro-7-methoxy-6'-(trifluoromethyl)spiro[indan-1,3'-indolin]-2'-one